FC1=C(C=CC=C1)N1N=C(C=C1I)OCC(=O)OC methyl {[1-(2-fluorophenyl)-5-iodo-1H-pyrazol-3-yl]oxy}acetate